1-((1-(fluoromethyl)cyclopropyl)methyl)-2-(2,3,6-trifluoro-4-(5-fluoro-6-((5-methoxy-1,3,4-thiadiazol-2-yl)methoxy)pyridin-2-yl)benzyl)-1H-benzo[d]imidazole-6-carboxylic acid FCC1(CC1)CN1C(=NC2=C1C=C(C=C2)C(=O)O)CC2=C(C(=C(C=C2F)C2=NC(=C(C=C2)F)OCC=2SC(=NN2)OC)F)F